NC1=NC=C(C(=C1)CN1CCN(CC1)C=1C=CC(=NC1C)C(=O)NC)C 5-(4-((2-amino-5-methylpyridin-4-yl)methyl)piperazin-1-yl)-N,6-dimethylpicolinamide